BrC1=CC(=C(C(=C1)C)N1C(=NC2=CC(=C(C=C2C1=O)/C=C/C(=O)OCC)F)CC)C (E)-ethyl 3-(3-(4-bromo-2,6-dimethylphenyl)-2-ethyl-7-fluoro-4-oxo-3,4-dihydroquinazolin-6-yl)acrylate